OC1=CC=C(C=C1)C(\C=C\C1=CC(=CC=C1)OCC(C)C)=O (E)-1-(4-Hydroxyphenyl)-3-[3-(2-methylpropoxy)phenyl]prop-2-en-1-one